1,2-dimethyl-phenyl ether CC1(C(C=CC=C1)C)OC1(C(C=CC=C1)C)C